(1S,5S)-2,6-Diazabicyclo[3.2.0]heptane dihydrochloride Cl.Cl.[C@H]12NCC[C@@H]2NC1